C(C)(C)(CC)C1CCC=2NC3=CC=CC=C3C2C1 3-tert-amyl-2,3,4,9-tetrahydrocarbazole